C1(=CC=C(C=C1)C=1OC(=NN1)C1=CC=C(C=C1)C(C)(C)C)C1=CC=CC=C1 (4-biphenylyl)-5-(4-tert-butylphenyl)-1,3,4-oxadiazole